C(#N)C([C@H](C)NC(=O)C=1C(=NC(=NC1)C(F)(F)C1CC1)OC1=CC=CC=C1)=C (S)-N-(3-Cyanobut-3-en-2-yl)-2-(cyclopropyldifluoromethyl)-4-phenoxypyrimidine-5-carboxamide